1-(tert-butyl)-N-(7-(2-((1-methyl-1H-pyrazol-4-yl)amino)pyrimidin-4-yl)-3-(oxetan-3-yl)-2,3,4,5-tetrahydro-1H-benzo[d]azepin-1-yl)-1H-1,2,3-triazole-4-carboxamide C(C)(C)(C)N1N=NC(=C1)C(=O)NC1CN(CCC2=C1C=CC(=C2)C2=NC(=NC=C2)NC=2C=NN(C2)C)C2COC2